propanethiolate C(CC)[S-]